BrC1=C(SC=C1)C(=O)N1CCN(CC1)C1=C(C=CC=C1)NCCC1=CC=C(C#N)C=C1 4-(2-((2-(4-(3-bromothiophene-2-carbonyl)piperazin-1-yl)phenyl)amino)ethyl)benzonitrile